COC1=C(C(=NC=C1C)CS(=O)C1=NC2=C(N1)C=CC(=C2)OC(C2=CC=C(C=C2)OC)=O)C 4-Methoxybenzoic acid 2-(((4-methoxy-3,5-dimethylpyridin-2-yl) methyl) sulfinyl)-1H-benzo[d]imidazol-5-yl ester